3H-imidazo[4,5-b]pyridine-5,7-diamine N1=CNC2=NC(=CC(=C21)N)N